2-Fmocaminoethoxyacetic acid C(=O)(OCC1C2=CC=CC=C2C2=CC=CC=C12)NCCOCC(=O)O